C(CCC1=C(C=CC(=C1)C)S(=O)(=O)O)C1=C(C=CC(=C1)C)S(=O)(=O)O propane-1,3-diylbis(4-methylbenzenesulfonic acid)